tert-butyl (R)-4-(6-chloropyridin-2-yl)-3-methylpiperazin-1-carboxylate ClC1=CC=CC(=N1)N1[C@@H](CN(CC1)C(=O)OC(C)(C)C)C